NCCN1C(=NC(=C1)C)CC 1-(2-aminoethyl)-2-ethyl-4-methylimidazole